4-(6-((3aR,6aS)-5-((2-chloro-6-fluorophenyl)sulfonyl)hexahydropyrrolo[3,4-c]pyrrol-2(1H)-yl)pyridin-3-yl)-6-(1-methyl-1H-pyrazol-3-yl)pyrazolo[1,5-a]pyridine-3-carbonitrile ClC1=C(C(=CC=C1)F)S(=O)(=O)N1C[C@H]2[C@@H](C1)CN(C2)C2=CC=C(C=N2)C=2C=1N(C=C(C2)C2=NN(C=C2)C)N=CC1C#N